hydroxy-phenyl-L-alanine ON([C@@H](C)C(=O)O)C1=CC=CC=C1